COC1=CC=C(C=C1)C(OC12CC(CC(C(C1)O)N2C)OC(C)=O)(C2=CC=CC=C2)C2=CC=C(C=C2)OC (Bis(4-methoxyphenyl)(phenyl)methoxy)-8-methyl-3-acetoxy-8-azabicyclo[3.2.1]octan-6-ol